5-Chloro-1-(3,4-difluoro-5-(methoxymethoxy)phenyl)-1H-pyrazolo[3,4-c]pyridine ClC=1C=C2C(=CN1)N(N=C2)C2=CC(=C(C(=C2)OCOC)F)F